5-(2-methyl-6-(1-methyl-1H-pyrazol-4-yl)phenyl)-3-methylenedihydrofuran-2(3H)-one CC1=C(C(=CC=C1)C=1C=NN(C1)C)C1CC(C(O1)=O)=C